4-[4-(6-prop-2-enoyloxyhexoxy)phenoxy]carbonylcyclohexanecarboxylic acid C(C=C)(=O)OCCCCCCOC1=CC=C(OC(=O)C2CCC(CC2)C(=O)O)C=C1